C(C)(C)(C)OC(=O)N1CCC2(C[C@@H](OC2=O)CCN2CCN(CC2)C2=C(C=CC=C2)N2CCOCC2)CC1 (R)-3-(2-(4-(2-morpholinophenyl)piperazin-1-yl)ethyl)-1-oxo-2-oxa-8-azaspiro[4.5]decane-8-carboxylic acid tert-butyl ester